C1(CC1)S(=O)(=O)C=1C=C2CN(C(C2=CC1)C(=O)NC1=CC=C(C=C1)C(C(F)(F)F)(C(F)(F)F)O)C(=O)[C@@H]1OCCC1 5-(Cyclopropylsulfonyl)-N-[4-(1,1,1,3,3,3-hexafluoro-2-hydroxypropan-2-yl)phenyl]-2-[(2R)-tetrahydrofuran-2-ylcarbonyl]-2,3-dihydro-1H-isoindole-1-carboxamide